C(#C)C=1C(=CC=C2C=C(C=C(C12)C1=CC=C2C(=NC(=NC2=C1F)OCC12CCCN2CCC1)N1C[C@@H](N(CC1)C(C(=C)F)=O)CC#N)O)F (S)-2-(4-(7-(8-ethynyl-7-fluoro-3-hydroxynaphth-1-yl)-8-fluoro-2-((tetrahydro-1H-pyrrolizin-7a(5H)-yl)methoxy)quinazolin-4-yl)-1-(2-fluoroacryloyl)piperazin-2-yl)acetonitrile